N[C@@H]1C[C@H](C1)NC(OC(C)(C)C)=O trans-tert-butyl N-(3-aminocyclobutyl)carbamate